2-(furan-2-yl)-N-(2-(4-methylpiperazin-1-yl)ethyl)quinazolin-4-amine O1C(=CC=C1)C1=NC2=CC=CC=C2C(=N1)NCCN1CCN(CC1)C